COC=1C=CC=C2NC=C(CCN(CC=C)CCC)C12 4-methoxy-N-propyl-N-allyltryptamine